C(C1=CC=CC=C1)OC=1C(=NC(=CN1)Cl)N 3-benzyl-oxy-6-chloro-pyrazin-2-amine